C(C)C(C(=O)O)SC=1C=NC(=CC1)C1=CC(=CC(=C1)C(F)(F)F)C(F)(F)F ethyl-((6-(3,5-bis(trifluoromethyl)phenyl)-pyridin-3-yl)thio)acetic acid